NC=1N=NC(=CC1N1C[C@@H](O[C@@H](C1)CF)C1=CC=C(C(=O)OC)C=C1)C1=C(C=CC=C1)O Methyl 4-((2S,6S)-4-(3-amino-6-(2-hydroxyphenyl)pyridazin-4-yl)-6-(fluoromethyl)morpholin-2-yl)benzoate